C(C)(C)(C)N(C(O)=O)CCNC=1OC2=C(N1)C(=CC=C2)Br.FC=2C=C(C=CC2OC)C2=C(C=CC(=N2)C2=NC1=CC=CC=C1C=N2)C 2-[6-(3-fluoro-4-methoxyphenyl)-5-methyl-2-pyridinyl]quinazoline tert-butyl-(2-((4-bromobenzo[d]oxazol-2-yl)amino)ethyl)carbamate